methyl 2-[(5-thiophen-2-yl-1,2-oxazole-3-carbonyl)amino]acetate S1C(=CC=C1)C1=CC(=NO1)C(=O)NCC(=O)OC